FC1(CN(CCCC1)CC(=O)NC1=CC(=C(C=C1)C)NC1=NC=CC=C1C1=C2N=CN(C2=NC=N1)C1OCCCC1)F 2-(3,3-difluoroazepan-1-yl)-N-(4-methyl-3-((3-(9-(tetrahydro-2H-pyran-2-yl)-9H-purin-6-yl)pyridin-2-yl)amino)phenyl)acetamide